N[C@@H]1CN(CCC1)C1=CC(=NC=C1C=1C=NN(C1)CC(F)(F)F)NC1=CC=C2C(=N1)N(N=C2)C(C)C (S)-N-(4-(3-Aminopiperidin-1-yl)-5-(1-(2,2,2-trifluoroethyl)-1H-pyrazol-4-yl)pyridin-2-yl)-1-isopropyl-1H-pyrazolo[3,4-b]pyridin-6-amine